C1(=CC=CC=2C3=CC=CC=C3CC12)N([C@@H](CC(=O)O)C(=O)OCC1=CC=CC=C1)C(=O)OC fluorenyl-methoxycarbonyl-O-benzyl-L-aspartic acid